1-propyl-4-((trans-4-propylcyclohexyl)methoxy)cyclohexane C(CC)C1CCC(CC1)OC[C@@H]1CC[C@H](CC1)CCC